C(OC1CCCC2=CC=CC=C12)(OC1CCCC2=CC=CC=C12)=O bistetrahydronaphthyl carbonate